D(+)-Talose C(C1C(C(C(C(O1)O)O)O)O)O